N-(8-(2-chloro-5-fluorophenyl)-6-oxo-5,6,7,8-tetrahydroimidazo[1,5-a]pyrazin-1-yl)-3-fluoro-5-(trifluoromethyl)benzamide ClC1=C(C=C(C=C1)F)C1C=2N(CC(N1)=O)C=NC2NC(C2=CC(=CC(=C2)C(F)(F)F)F)=O